N-(2-(2-(4-(2-(6,7-Dimethoxy-3,4-dihydroisoquinolin-2(1H)-yl)ethyl)phenyl)-2H-tetrazol-5-yl)-4-(pyridin-4-yloxy)phenyl)-4-oxo-4H-chromene-2-carboxamide COC=1C=C2CCN(CC2=CC1OC)CCC1=CC=C(C=C1)N1N=C(N=N1)C1=C(C=CC(=C1)OC1=CC=NC=C1)NC(=O)C=1OC2=CC=CC=C2C(C1)=O